ClC=1C(=NC(=NC1)N1CC2(CC2)C[C@H](C1)O)NC1=CC=2C3=C(C(N(C2C=C1)C)=O)OCC([C@@H](N3)C3CC3)(F)F (S)-10-((5-Chloro-2-((R)-7-hydroxy-5-azaspiro[2.5]octan-5-yl)pyrimidin-4-yl)amino)-2-cyclopropyl-3,3-difluoro-7-methyl-1,2,3,4-tetrahydro-[1,4]oxazepino[2,3-c]chinolin-6(7H)-on